FC1=NC(=CC=C1C=1N(C2=CC=C(C=C2C1)O)C(=O)OC(C)(C)C)N1CC(C1)CCO tert-butyl 2-{2-fluoro-6-[3-(hydroxyethyl)azetidin-1-yl]pyridin-3-yl}-5-hydroxy-1H-indole-1-carboxylate